[Ru+2].CC1=C(C(=CC(=C1)C)C)N1C(N(CC1)C1=C(C=C(C=C1C)C)C)=C1C(C(=C(C=C1)P(C1=CC=CC=C1)(C1=CC=CC=C1)=CC1=CC=CC=C1)Cl)Cl (1,3-bis-(2,4,6-trimethylphenyl)-2-imidazolidinylidene)dichloro(phenylmethylene)(triphenylphosphine) ruthenium (II)